FC1(CN(CC[C@H]1OC=1C=C2C(=NC=NC2=CC1OC)NC1=C(C(=CC=C1)C#C)F)C)F (R)-6-((3,3-difluoro-1-methylpiperidin-4-yl)oxy)-N-(3-ethynyl-2-fluorophenyl)-7-methoxyquinazoline-4-amine